O.C(=O)(O)C1=CC=C(C=C1)CCN(CCC1=C(C=CC=C1)OCC1=C(C=C(C=C1)C1=CC=C(C=C1)C(F)(F)F)Cl)C=1C(=NC=2CCCCC2C1)C(=O)O (5R)-{[2-(4-carboxyphenyl)ethyl][2-(2-{[3-chloro-4'-(trifluoromethyl)biphenyl-4-yl]methoxy}phenyl)ethyl]-amino}-5,6,7,8-tetrahydroquinoline-2-carboxylic acid monohydrate